1-(10-(3-chloro-4-((3-fluorobenzyl)oxy)phenoxy)-2,3-dihydro-4H-[1,4]oxazino[2,3-f]quinazolin-4-yl)prop-2-en-1-one ClC=1C=C(OC2=NC=NC3=CC=C4C(=C23)OCCN4C(C=C)=O)C=CC1OCC1=CC(=CC=C1)F